1-(4-((5,5-dimethyl-2,4-dioxo-3-((2-(trimethylsilyl)ethoxy)methyl)imidazolidin-1-yl)methyl)-4-methylcyclohexyl)-3-isobutylpyrimidine-2,4,6(1H,3H,5H)-trione CC1(C(N(C(N1CC1(CCC(CC1)N1C(N(C(CC1=O)=O)CC(C)C)=O)C)=O)COCC[Si](C)(C)C)=O)C